azidophenylacrylamide N(=[N+]=[N-])C=C(C(=O)N)C1=CC=CC=C1